tert-butyl 3-((5-bromo-2-nitrophenyl)amino)piperidine-1-carboxylate BrC=1C=CC(=C(C1)NC1CN(CCC1)C(=O)OC(C)(C)C)[N+](=O)[O-]